N-cyclohexyl-N-ethyl-3-{2-[1-(4-methoxypyrimidin-2-yl)-6-methylpiperidin-3-yl]-1H-benzimidazol-1-yl}propanamide C1(CCCCC1)N(C(CCN1C(=NC2=C1C=CC=C2)C2CN(C(CC2)C)C2=NC=CC(=N2)OC)=O)CC